CN(C[C@@H](CCCN1C(C2=CC(=C(C=C2C=C1)C1=NC=C(C=N1)C(F)(F)F)F)=O)NC=1C=NNC(C1C(F)(F)F)=O)C 2-[(4R)-5-(dimethylamino)-4-[[6-oxo-5-(trifluoromethyl)-1H-pyridazin-4-yl]amino]pentyl]-7-fluoro-6-[5-(trifluoromethyl)pyrimidin-2-yl]isoquinolin-1-one